C[C@]12[C@H](N(C=3N=C(N=CC31)NC3=CC=C(C=C3)N3CCCCC3)C3=NC(=CC=C3)CNC)CC(OC2)(C)C (4bR,8aR)-4b,7,7-trimethyl-9-(6-((methylamino)methyl)pyridin-2-yl)-N-(4-(piperidin-1-yl)phenyl)-4b,5,7,8,8a,9-hexahydropyrano[3',4':4,5]pyrrolo[2,3-d]pyrimidin-2-amine